The molecule is a doubly-charged N-acyl-L-alpha-amino acid anion resulting from deprotonation of both carboxy groups of N-formyl-L-aspartic acid. It is a N-acyl-L-alpha-amino acid anion and a dicarboxylic acid dianion. It derives from a L-aspartate(2-). It is a conjugate base of a N-formyl-L-aspartic acid. C([C@@H](C(=O)[O-])NC=O)C(=O)[O-]